Carboxyimidazole C(=O)(O)C=1NC=CN1